NC1CN(CCC1)C(=O)C=1C(C(C#N)(C=CC1)C1=C(C=NN1)C1=C(C(=CC=C1)C(C)(C)C)F)F 3-(3-Aminopiperidin-1-carbonyl)-1-(4-(tert-butyl-2-fluorophenyl)-1H-pyrazol-5-yl)-2-fluorobenzonitril